C(C)OC1=C(C(C1=O)=O)NC=1C=C(C=C(C1)C1=NN=NN1)C1=CC=C(C=C1)C(=O)NCC1=CC=C(C=C1)OCCOC 3'-((2-ethoxy-3,4-dioxocyclobut-1-en-1-yl)amino)-N-(4-(2-methoxyethoxy)benzyl)-5'-(1H-tetrazol-5-yl)-[1,1'-biphenyl]-4-carboxamide